OC1=CC=C2C[C@H](COC2=C1)C1=CC=CC=C1 (3S,4R)-7-hydroxy-3-phenylchroman